O1CC(CC1)N[C@H](CO)C=C (2S)-2-(oxolan-3-ylamino)but-3-en-1-ol